ClC1=NC(=CC=C1C(=O)OC(C)(C)C)N1N=C(C=C1)OC[Si](C)(C)C tert-Butyl 2-chloro-6-[3-(trimethylsilylmethoxy)pyrazol-1-yl]pyridine-3-carboxylate